N-(tert-Butyl)-2-(3-(7-chloro-6-methoxy-4-((1-methyl-1H-pyrazol-4-yl)-amino)quinazolin-2-yl)phenoxy)acetamide trifluoroacetic acid salt FC(C(=O)O)(F)F.C(C)(C)(C)NC(COC1=CC(=CC=C1)C1=NC2=CC(=C(C=C2C(=N1)NC=1C=NN(C1)C)OC)Cl)=O